2H,3H,5H-furo[2,3-f]Indole O1CCC=2C1=CC=1C=CNC1C2